4-ethyl-8-fluoro-4-hydroxy-9-methyl-1,12-dihydro-14H-pyrano[3',4':6,7]indolizino[1,2-b]quinoline-3,14(4H)-dione C(C)C1(C(OCC=2C(N3CC=4C(=NC=5C=C(C(=CC5C4)C)F)C3=CC21)=O)=O)O